(6-cyclopropyl-8-(3-fluoro-1-methylazetidin-3-yl)imidazo[1,2-a]pyridin-2-yl)methanamine C1(CC1)C=1C=C(C=2N(C1)C=C(N2)CN)C2(CN(C2)C)F